N1CC(C1)C#CC(=O)N1CC2=C([C@@H](C1)C1=C(C=CC=C1)C=1C(=NN(C1)CC)C(F)(F)F)C=C(S2)C#N (S)-6-(3-(Azetidin-3-yl)propioloyl)-4-(2-(1-ethyl-3-(trifluoromethyl)-1H-pyrazol-4-yl)phenyl)-4,5,6,7-tetrahydrothieno[2,3-c]pyridine-2-carbonitrile